C(#N)C=1C=C2COC3(CCN(CC3)C(=O)C=3C=CC(=C(C3)NC(=O)N3CCCC3)C)C2=CC1 N-(5-(5-cyano-3H-spiro[isobenzofuran-1,4'-piperidin]-1'-ylcarbonyl)-2-methylphenyl)pyrrolidine-1-carboxamide